C(N)(OCC(=CF)CBr)=O (E) or (Z)-(2-(bromomethyl)-3-fluoroallyl) carbamate